(5-(5-methylthiazol-2-yl)-4,5-dihydro-1H-pyrazol-1-yl)methanone CC1=CN=C(S1)C1CC=NN1C=O